tert-butyl-(3-fluoro-2-nitro-phenoxy)-dimethyl-silane C(C)(C)(C)[Si](C)(C)OC1=C(C(=CC=C1)F)[N+](=O)[O-]